C(C)(=O)O[C@H]1[C@@H](OCC1)N1C2=NC(=NC(=C2N=C1C=1OC(=CC1)C)Cl)C#CCCCCCCCC (2R,3R)-2-(6-chloro-2-(dec-1-yn-1-yl)-8-(5-methylfuran-2-yl)-9H-purin-9-yl)tetrahydrofuran-3-yl acetate